1,2,4-thiadiazole S1N=CN=C1